tert-butyl rac-(3S,4R)-4-(5-bromo-1,3-benzothiazol-2-yl)-3-methoxy-piperidine-1-carboxylate BrC=1C=CC2=C(N=C(S2)[C@H]2[C@@H](CN(CC2)C(=O)OC(C)(C)C)OC)C1 |r|